(R)-hexahydropyrazin N1CCNCC1